3-oxo-7,10,13,16,19,22,25,28-octaoxa-4-azahentriacontan-31-oate O=C(CC)NCCOCCOCCOCCOCCOCCOCCOCCOCCC(=O)[O-]